[Na+].[Na+].[Na+].P(=O)(O)(OP(=O)(O)O)O[C@@H]([C@H]([C@@H]([C@H](C=O)O)O)O)C(=O)[O-].P(=O)(O)(OP(=O)(O)O)O[C@@H]([C@H]([C@@H]([C@H](C=O)O)O)O)C(=O)[O-].P(=O)(O)(OP(=O)(O)O)O[C@@H]([C@H]([C@@H]([C@H](C=O)O)O)O)C(=O)[O-] 5-diphosphoglucuronic acid trisodium salt